ClC=1C=C(C=CC1)N[C@@H](CC(C)C)C(=O)N1[C@@H]2CC([C@H]([C@@H]1C(=O)N[C@@H](/C=C(\C(=O)OCC)/F)C[C@@H]1C(NCC1)=O)CC2)(F)F ethyl (R,E)-4-((1S,3R,4S)-2-((3-chlorophenyl)-L-leucyl)-5,5-difluoro-2-azabicyclo[2.2.2]octane-3-carboxamido)-2-fluoro-5-((R)-2-oxopyrrolidin-3-yl)pent-2-enoate